2-(((benzyloxy)carbonyl)amino)-2-(oxiran-2-yl)acetate C(C1=CC=CC=C1)OC(=O)NC(C(=O)[O-])C1OC1